ClC(C#N)(CC1=C(C=C(C(=C1)F)F)F)Cl 2,2-dichloro-3-(2,4,5-trifluoro-phenyl)-propionitrile